α-farnesene CC(C)=CCC\C(\C)=C\C\C=C(/C)\C=C